ClC=1C=C2C=NC(=NC2=CC1[C@H]1[C@@H](CN(CC1)C)F)NC1=CC(=NS1)C |o1:11,12| (3S,4S) or (3R,4R)-6-chloro-7-(3-fluoro-1-methylpiperidin-4-yl)-N-(3-methyl-1,2-thiazol-5-yl)quinazolin-2-amine